N1CCCC2=CC(=CC=C12)CC(=O)O (1,2,3,4-tetrahydroquinolin-6-yl)acetic acid